NC=1C=CC(=C(C(=O)OC)C1)C=1C=NN(C1)C(C)(C)C Methyl 5-amino-2-(1-tert-butyl-1H-pyrazol-4-yl)benzoate